FC([C@]12N(C=3C(=NN=C(C3)C3=C(C=CC=C3)O)NC1)C[C@@H](C2)OC2=NC=C(C=O)C=C2)F 6-(((6aR,8R)-6a-(difluoromethyl)-2-(2-hydroxyphenyl)-5,6,6a,7,8,9-hexahydropyrrolo-[1',2':4,5]pyrazino[2,3-c]pyridazin-8-yl)oxy)nicotinaldehyde